tetramethylenebis(triethylammonium) C(C)[N+](CCCC[N+](CC)(CC)CC)(CC)CC